tert-butyl 6-((6-cyano-8-cyclopentyl-7-oxo-7,8-dihydropyrido[2,3-d]pyrimidin-2-yl)amino)-7-fluoro-3,4-dihydroisoquinoline-2(1H)-carboxylate C(#N)C1=CC2=C(N=C(N=C2)NC=2C=C3CCN(CC3=CC2F)C(=O)OC(C)(C)C)N(C1=O)C1CCCC1